[Si](C)(C)(C(C)(C)C)O[C@H]1C[C@@H](N(C1)C1=CC(=NC=N1)NC(=O)N1CC(C1)C1=CC=CC=C1)C=1N=C2N(C=C(C=C2)C2CC2)C1 N-(6-((2R,4S)-4-((tert-butyldimethylsilyl)oxy)-2-(6-cyclopropylimidazo[1,2-a]pyridin-2-yl)pyrrolidin-1-yl)pyrimidin-4-yl)-3-phenylazetidine-1-carboxamide